ClC1=CC=C(C=C1)CC1=NSC(=N1)OC1=CC(=C(C=C1C)N=CN(C)CC)C N'-[4-[[3-[(4-chlorophenyl)methyl]-1,2,4-thiadiazol-5-yl]oxy]-2,5-dimethylphenyl]-N-ethyl-N-methyl-formamidine